1H-indol-4-ylboronic acid N1C=CC2=C(C=CC=C12)B(O)O